C(C)(C)N1N=C(C=2C=NC(=CC21)NC2=NC(=NC=C2)N2CCC(CC2)OC)N2CCC(CC2)N2CCN(CC2)CC2=C(C=CC=C2)C2C(NC(CC2)=O)=O 3-(2-((4-(1-(1-isopropyl-6-((2-(4-methoxypiperidin-1-yl)pyrimidin-4-yl)amino)-1H-pyrazolo[4,3-c]pyridin-3-yl)piperidin-4-yl)piperazin-1-yl)methyl)phenyl)piperidine-2,6-dione